FC=1C=C2C(C(=CN(C2=NC1N1CC(C1)C(NC=1N=NSC1)=O)C=1SC=CN1)C(=O)O)=O 6-fluoro-4-oxo-7-{3-[(1,2,3-thiadiazol-4-yl)carbamoyl]azetidin-1-yl}-1-(1,3-thiazol-2-yl)-1,4-dihydro-1,8-naphthyridine-3-carboxylic acid